C(C)(=O)O.N1(CCOCC1)C1=CC=C(C(=N)N)C=C1 4-(morpholin-4-yl)benzamidine acetate